C1(CCCCCC1)C=1N=NNC1 Cycloheptyl-triazole